CS(S(=O)(=O)C)(=O)=O methyl disulfon